1-Undecyl-2-butylpiperidinium methansulfonat CS(=O)(=O)[O-].C(CCCCCCCCCC)[NH+]1C(CCCC1)CCCC